6-chloro-2-((R)-1-((1s,4S)-4-(2-methylpyridin-4-yl)cyclohexyl)ethyl)-1,2-dihydro-3H-indazol-3-one ClC1=CC=C2C(N(NC2=C1)[C@H](C)C1CCC(CC1)C1=CC(=NC=C1)C)=O